2-(benzyloxy)-4-(oxan-2-yloxy)benzaldehyde C(C1=CC=CC=C1)OC1=C(C=O)C=CC(=C1)OC1OCCCC1